(2-((4-bromo-3-chlorophenoxy)methoxy)ethyl)trimethylsilane BrC1=C(C=C(OCOCC[Si](C)(C)C)C=C1)Cl